P(=O)(O)(O)C1=CC=C(C=C1)C1=CC(=NC(=C1)C=1C=NC=CC1)C=1C=NC=CC1 4'-(4-phosphonophenyl)-3,2':6',3''-terpyridine